C(C)OC1=CC=C(C=C1)/C=C/C(=O)N(CC1SCCC1)C1=NNC=C1 (E)-3-(4-ethoxyphenyl)-N-(1H-pyrazol-3-yl)-N-(tetra-hydrothiophen-2-yl-methyl)prop-2-enamide